4-[(E)-3-(4-Nitrophenyl)-3-oxo-prop-1-enyl]benzoic acid [N+](=O)([O-])C1=CC=C(C=C1)C(/C=C/C1=CC=C(C(=O)O)C=C1)=O